((R)-fluoro(2-(((3S,6S,9aS)-5-oxo-3-(3-(pyridin-3-yl)azetidine-1-carbonyl)octahydro-1H-pyrrolo[1,2-a]azepin-6-yl)carbamoyl)benzo[b]thiophen-5-yl)methyl)phosphonic acid F[C@@H](C1=CC2=C(SC(=C2)C(N[C@H]2CCC[C@@H]3N(C2=O)[C@@H](CC3)C(=O)N3CC(C3)C=3C=NC=CC3)=O)C=C1)P(O)(O)=O